(R/S)-(6-methyl-3-(2H-1,2,3-triazol-2-yl)pyridin-2-yl)((1S,4R,6S)-6-((5-(trifluoromethyl)pyrazin-2-yl)amino)-2-azabicyclo[2.2.2]octan-2-yl)methanone CC1=CC=C(C(=N1)C(=O)N1[C@@H]2[C@H](C[C@H](C1)CC2)NC2=NC=C(N=C2)C(F)(F)F)N2N=CC=N2